(E)-4-chloro-2-isopropyl-5-styrylbenzene-1,3-diol ClC1=C(C(=C(C=C1\C=C\C1=CC=CC=C1)O)C(C)C)O